C1CCCCC(CCC1)N2CCCCCCCN2 diaZabicyclononane